C(C)OC(=O)C=1N=C(SC1)N1CCC2=CC(=CC=C12)Br (5-bromo-2,3-dihydro-1H-indol-1-yl)-1,3-thiazole-4-carboxylic acid ethyl ester